C(C)(C)(C)OC(=O)N1CC(N(CC1)C=1C=C(C=CC1)C=1C(=C2C(=NC1)N(C=C2C#CCN(C)C)C(=O)OC(C)(C)C)Cl)=O tert-butyl 5-(3-(4-(tert-butoxy carbonyl)-2-oxopiperazin-1-yl) phenyl)-4-chloro-3-(3-(dimethyl amino) prop-1-yn-1-yl)-1H-pyrrolo[2,3-b]pyridine-1-carboxylate